8-bromo-6-chloro-3-iodo-imidazo[1,2-b]Pyridazine BrC=1C=2N(N=C(C1)Cl)C(=CN2)I